trans-4-(4-chloro-phenyl)-3-methyl-5-(4-phenoxy-cyclohexyl)-4H-[1,2,4]triazole ClC1=CC=C(C=C1)N1C(=NN=C1[C@@H]1CC[C@H](CC1)OC1=CC=CC=C1)C